(S)-N'-((1,2,3,5,6,7-hexahydro-s-indacen-4-yl)carbamoyl)-2-(2-hydroxypropan-2-yl)thiazole-5-sulfonimidamide C1CCC2=C(C=3CCCC3C=C12)NC(=O)N=[S@@](=O)(N)C1=CN=C(S1)C(C)(C)O